4-[(4-chloro-6-[(1-methyl-1H-imidazol-4-yl)amino]pyrimidin-2-yl)amino]adamantan-1-ol ClC1=NC(=NC(=C1)NC=1N=CN(C1)C)NC1C2CC3(CC(CC1C3)C2)O